C(C1=CC=CC=C1)O[C@]1(C2=NN=C(C=3C(=CC(=C(NC(CC=CCC1)C(=O)OCC)N3)C(F)(F)F)N(C(=O)OC(C)(C)C)C(=O)OC(C)(C)C)O2)C(F)(F)F ethyl (6R)-6-benzyloxy-17-[bis(tert-butoxycarbonyl)amino]-6,15-bis(trifluoromethyl)-19-oxa-3,4,13,18-tetrazatricyclo[12.3.1.12,5]nonadeca-1(18),2,4,9,14,16-hexaene-12-carboxylate